(S)-1-(3-(benzothien-3-yl)-2-(dimethylamino)propyl)-3-((R)-1-(thiophen-3-yl)propan-2-yl)urea S1C=C(C2=C1C=CC=C2)C[C@@H](CNC(=O)N[C@@H](CC2=CSC=C2)C)N(C)C